tert-Butyl 3-[4-(3-oxocyclobutyl)phenyl]azetidine-1-carboxylate O=C1CC(C1)C1=CC=C(C=C1)C1CN(C1)C(=O)OC(C)(C)C